1-(cyclopropylmethyl)-4-(4,4,5,5-tetramethyl-1,3,2-dioxaborolan-2-yl)pyrazole C1(CC1)CN1N=CC(=C1)B1OC(C(O1)(C)C)(C)C